CN1N=CC2=CC=CC(=C12)NS(=O)(=O)C=1C=NC(=CC1)N1N=CC(=N1)C N-(1-METHYL-1H-INDAZOL-7-YL)-6-(4-METHYL-2H-1,2,3-TRIAZOL-2-YL)PYRIDINE-3-SULFONAMIDE